Tetrabutyl-phenol C(CCC)C=1C(=C(C(=C(C1)O)CCCC)CCCC)CCCC